[Si](C)(C)(C(C)(C)C)OCCOC1=C(C=CC(=C1)Cl)CC(=O)OCC ethyl 2-(2-(2-((tert-butyl-dimethylsilyl)oxy)ethoxy)-4-chlorophenyl)acetate